Cl.ClC1=CC=C(CC2N=C3SC=C(N3C2)CCl)C=C1 6-(4-chlorobenzyl)-3-(chloromethyl)-5,6-dihydroimidazo[2,1-b]Thiazole hydrochloride